5-[4-(2-methoxypyrimidin-5-yl)piperidine-1-carbonyl]-6-methyl-N-(1-methylcyclopropyl)furo[2,3-d]pyrimidin-4-amine COC1=NC=C(C=N1)C1CCN(CC1)C(=O)C1=C(OC=2N=CN=C(C21)NC2(CC2)C)C